(S)-N-(chroman-4-yl)-2-(2,6-dimethylpyridin-3-yl)benzo[d]thiazole-6-carboxamide O1CC[C@@H](C2=CC=CC=C12)NC(=O)C1=CC2=C(N=C(S2)C=2C(=NC(=CC2)C)C)C=C1